N-(4-(tert-Butoxy)phenethyl)-N-(tert-butoxycarbonyl)glycine C(C)(C)(C)OC1=CC=C(CCN(CC(=O)O)C(=O)OC(C)(C)C)C=C1